2-phenylmethylamino-2,4,6-trimethylcyclotrisiloxane C1(=CC=CC=C1)CN[Si]1(O[SiH](O[SiH](O1)C)C)C